O1CCN(CC1)C(=O)C1=CC=C(C=C1)C1=NC2=CC=C3C(=C2C=2CCCCC12)C=NN3 Morpholino(4-(8,9,10,11-tetrahydro-3H-pyrazolo[4,3-a]phenanthridin-7-yl)phenyl)methanone